bis[5-(N,N-dimethylamino)pentyl]amine CN(C)CCCCCNCCCCCN(C)C